N-[6-[[[(1-methyltetrazol-5-yl)-phenyl-methylene]amino]oxymethyl]-2-pyridyl]aminomethane CN1N=NN=C1C(C1=CC=CC=C1)=NOCC1=CC=CC(=N1)NC